3-(2-fluoroethyl)pyrrolidine FCCC1CNCC1